BrC1=C(OC2=CC=C(C=C2)CCC2CCN(CC2)C(=O)OC(C)(C)C)C=CC(=C1)S(=O)(=O)C tert-butyl 4-[2-[4-(2-bromo-4-methylsulfonyl-phenoxy) phenyl]ethyl]piperidine-1-carboxylate